C(C(C)C)C(=O)O isobutyl-formic acid